BrC=1C(=NC=CC1)C(C)O 1-(3-bromopyridin-2-yl)ethanol